(2R)-3-amino-1,1,1-trifluoro-propan-2-ol NC[C@H](C(F)(F)F)O